2-({3',5'-dichloro-2'-[(5-methylpyridine-3-sulfonyl)amino][1,1'-biphenyl]-4-yl}oxy)-2-methylpropanoic acid ethyl ester C(C)OC(C(C)(C)OC1=CC=C(C=C1)C1=C(C(=CC(=C1)Cl)Cl)NS(=O)(=O)C=1C=NC=C(C1)C)=O